P(=O)(O)(O)O.C1(=CC=CC=C1)C1=C(C(=C(C(=C1O)C1=CC=CC=C1)C1=CC=CC=C1)C(C)(C)C1=CC=C(C=C1)O)C1=CC=CC=C1 tetraphenyl-bisphenol A phosphate